O1C(COC1)COC=1C=NC=CC1C1=C(C=2C(NCCC2N1)=O)NC1=C(C(=CC=C1)F)CC 2-(3-{[1,4-Dioxolan-2-yl]methoxy}pyridin-4-yl)-3-(2-ethyl-3-fluoroanilino)-1,5,6,7-tetrahydro-4H-pyrrolo[3,2-c]pyridin-4-one